C(#C)C1=CC=C(C=C1)NC(OC(C)(C)C)=O tert-butyl (4-ethynylphenyl)carbamate